8-(2-amino-6-((R)-1-(4-chloro-2-(3-methyl-1H-pyrazol-1-yl)phenyl)-2,2,2-trifluoroethoxy)pyrimidin-4-yl)-2-azaspiro[4.5]dec-7-ene-3-carboxylic acid NC1=NC(=CC(=N1)C1=CCC2(CC(NC2)C(=O)O)CC1)O[C@@H](C(F)(F)F)C1=C(C=C(C=C1)Cl)N1N=C(C=C1)C